C1(=CC=CC=C1)NC=O 1-N-phenylformamide